3,5-dicarboxybenzensulfonic acid C(=O)(O)C=1C=C(C=C(C1)C(=O)O)S(=O)(=O)O